amino-5-cyano-6-((1-(8-fluoro-4-oxo-2-phenyl-1,4-dihydroquinolin-3-yl)ethyl)amino)pyrimidine NC1=NC(=C(C=N1)C#N)NC(C)C1=C(NC2=C(C=CC=C2C1=O)F)C1=CC=CC=C1